(1S,2S)-N-[4-(6-acetyl-4-methylpyridin-3-yl)imidazo[1,2-a]1,6-naphthyridin-8-yl]-2-fluorocyclopropane-1-carboxamide C(C)(=O)C1=CC(=C(C=N1)C=1C=2N(C3=CC(=NC=C3C1)NC(=O)[C@H]1[C@H](C1)F)C=CN2)C